FC(C(=O)O)(F)F.FC12[C@@H]([C@@H](NC(C1)C2)CC=2C(=C(C=CC2)C2=CC=CC=C2)F)NS(=O)(=O)C N-{(3S,4R)-5-fluoro-3-[(2-fluoro[biphenyl]-3-yl)methyl]-2-azabicyclo[3.1.1]heptan-4-yl}methanesulfonamide trifluoroacetate salt